Cl/C=C/C(=O)N1CC(C1)C1=NN(C2=NC=CC(=C21)CO)C2=CC=C(C=C2)OC(F)(F)F (E)-3-chloro-1-[3-[4-(hydroxymethyl)-1-[4-(trifluoromethoxy)phenyl]pyrazolo[3,4-b]pyridin-3-yl]azetidin-1-yl]prop-2-en-1-one